6-{7-chloro-8-[(2-cyano-2-methylideneethyl)amino]naphthalen-2-yl}-N-[(1-methylpiperidin-4-yl)methyl]pyridine-2-carboxamide ClC1=CC=C2C=CC(=CC2=C1NCC(=C)C#N)C1=CC=CC(=N1)C(=O)NCC1CCN(CC1)C